F[C@@]1(CC[C@@H](CO)O1)N1C(=O)NC(=O)C(C)=C1 fluoro-3'-deoxythymidine